N-(1-benzyl-1,3,3-trimethyl-butyl)-8-fluoro-quinoline-3-carboxamide C(C1=CC=CC=C1)C(CC(C)(C)C)(C)NC(=O)C=1C=NC2=C(C=CC=C2C1)F